2-benzyl-2-(((2R,3S,4R,5R)-5-(2-chloro-6-(cyclobutyl-(methyl)amino)-9H-purin-9-yl)-3-ethynyl-3,4-dihydroxytetrahydrofuran-2-yl)methoxy)malonic acid C(C1=CC=CC=C1)C(C(=O)O)(C(=O)O)OC[C@H]1O[C@H]([C@@H]([C@@]1(O)C#C)O)N1C2=NC(=NC(=C2N=C1)N(C)C1CCC1)Cl